FC(OC=1C=CC(=NC1)/C(=C/C=1N=C(SC1)N)/C)(F)F (E)-4-(2-(5-(trifluoromethoxy)pyridin-2-yl)prop-1-en-1-yl)thiazol-2-amine